N-[2-[[6-[2-(2,6-dichloro-3,5-dimethoxy-anilino)-3-pyridinyl]pyrimidin-4-yl]amino]-5-(1-methylazetidin-3-yl)oxy-phenyl]prop-2-enamide ClC1=C(NC2=NC=CC=C2C2=CC(=NC=N2)NC2=C(C=C(C=C2)OC2CN(C2)C)NC(C=C)=O)C(=C(C=C1OC)OC)Cl